[Br-].C1=CC=CC=2SC3=CC=CC=C3N(C12)CC(C)[N+](CCCCCCCCCCCCCC)(C)C N-(1-(10H-phenothiazin-10-yl)propan-2-yl)-N,N-dimethyl-tetradecan-1-aminium bromide